COC1=CC=C(C=C1)C1=CC=C(C=C1)S(=O)(=O)N1[C@@H](CCC1)C(=O)O ((4'-methoxy-[1,1'-biphenyl]-4-yl)sulfonyl)-L-proline